NCCOCCOCCOCCOCCOCCOCCOCCOCCOC1=CC=C(C=C1)N1C=CC2=C1C(N(C=C2C2=C(C=CC(=C2)C(C)(C)O)OC2=C(C=C(C=C2C)F)C)C)=O N-{4-[(26-amino-3,6,9,12,15,18,21,24-octaoxahexacosan-1-yl)oxy]phenyl}-4-[2-(4-fluoro-2,6-dimethylphenoxy)-5-(2-hydroxypropan-2-yl)phenyl]-6-methyl-7-oxo-1H-pyrrolo[2,3-c]pyridine